N,5-dimethylpyridine-2-amine CNC1=NC=C(C=C1)C